FC1=CC(=C(C=C1)C1=CC(=CC=C1)N1C(C2=CC(=CC(=C2C1)C(F)(F)F)CNCC1(CCC1)O)=O)C1=NN=CN1C 2-[4'-fluoro-2'-(4-methyl-1,2,4-triazol-3-yl)-[1,1'-biphenyl]-3-yl]-6-({[(1-hydroxycyclobutyl)methyl]amino}methyl)-4-(trifluoromethyl)-3H-isoindol-1-one